tert-butyl 7-(6-{2,8-dimethylimidazo[1,2-a]pyridin-6-yl}-8-fluoro-1-oxoisoquinolin-2-yl)-4-azaspiro[2.5]octane-4-carboxylate CC=1N=C2N(C=C(C=C2C)C=2C=C3C=CN(C(C3=C(C2)F)=O)C2CCN(C3(CC3)C2)C(=O)OC(C)(C)C)C1